[Ir+].CN(C1CCCCC1)C(=C(N(C)C1CCCCC1)N(C)C1CCCCC1)[SiH3] tri(N-methylcyclohexylamino)vinylsilane iridium (I)